Aminoantipyrin CC1=C(C(=O)N(N1C)C2=CC=CC=C2)N